C(C(=C)C)(=O)OCCCCCCCCCCCCCCCCCCOC(C=C)=O 18-(Acryloyloxy)-octadecyl methacrylat